4-Chloro-7-(4-{4-[4-({4-[2-(2,6-dioxopiperidin-3-yl)-1-oxo-2,3-dihydro-1H-isoindol-5-yl]piperazin-1-yl}methyl)piperidin-1-yl]phenyl}piperidin-1-yl)-1H-indole-3-carbonitrile ClC1=C2C(=CNC2=C(C=C1)N1CCC(CC1)C1=CC=C(C=C1)N1CCC(CC1)CN1CCN(CC1)C=1C=C2CN(C(C2=CC1)=O)C1C(NC(CC1)=O)=O)C#N